CN(C)CC1(CN(CC1)C1=C(C=NC=2NC3=C(C=C(C(=C3C21)F)F)NC)C=2C=C1C(C(=CN(C1=NC2)C)C(=O)O)=O)F 6-(4-(3-((dimethylamino)methyl)-3-fluoropyrrolidin-1-yl)-5,6-difluoro-8-(methylamino)-9H-pyrido[2,3-b]indol-3-yl)-1-methyl-4-oxo-1,4-dihydro-1,8-naphthyridine-3-carboxylic acid